C1(=CC=CC=C1)C(C1=CC=CC=C1)=NC=1C=C(C=CC1)C(C)(C)NC(OC(C)(C)C)=O tert-Butyl (2-(3-((diphenylmethylene)amino)phenyl)propan-2-yl)carbamate